NC1N=C(C=CN1)C(CCCC)CC 2-amino-6-(1-ethylpentyl)-3H-pyrimidine